7-bromo-2-oxo-1-(quinoxalin-6-yl)-1,2-dihydroquinoline-3-carboxylate BrC1=CC=C2C=C(C(N(C2=C1)C=1C=C2N=CC=NC2=CC1)=O)C(=O)[O-]